N(=[N+]=[N-])[C@H]1[C@H](N(CC1)C1=NC(=CC(=C1C#N)C(F)(F)F)C)C(=O)N(C)C1=CC(=CC=C1)F (2S,3R)-3-azido-1-[3-cyano-6-methyl-4-(trifluoromethyl)-2-pyridyl]-N-(3-fluorophenyl)-N-methyl-pyrrolidine-2-carboxamide